C(C)C1=CC=C(C=C1)S(=O)(=O)C=1C=NC2=CC=C(C=C2C1N1CCC(CC1)O)OC 1-(3-((4-ethylphenyl)sulfonyl)-6-methoxyquinolin-4-yl)piperidin-4-ol